2-[1-[2-[6-(1-Cyanocyclopropyl)-3-pyridyl]-3,6-dimethyl-4-oxo-chromen-8-yl]ethylamino]benzoic acid C(#N)C1(CC1)C1=CC=C(C=N1)C=1OC2=C(C=C(C=C2C(C1C)=O)C)C(C)NC1=C(C(=O)O)C=CC=C1